COCOC1=C(C=CC(=C1)C1=CN=NC(=C1)OC)C1=CC=C(N=N1)N1CC(CC1)N(C(OC(C)(C)C)=O)C1CC2(C1)CCC2 tert-butyl N-(1-{6-[2-(methoxymethoxy)-4-(6-methoxypyridazin-4-yl)phenyl]pyridazin-3-yl}pyrrolidin-3-yl)-N-{spiro[3.3]heptan-2-yl}carbamate